C(C)(C)NC1=NC(=NC(=N1)NCCC)NCC#C N-Isopropyl-N'-propyl-N''-prop-2-ynyl-[1,3,5]triazine-2,4,6-triamine